CC1C(NC2=CC=CC=C12)=O 3-methyl-indolin-2-one